[Pd](Cl)Cl.C1(=CC=CC=C1)P(CCCP(C1=CC=CC=C1)C1=CC=CC=C1)C1=CC=CC=C1 [1,3-bisdiphenylphosphinopropane] palladium chloride